N1=C(C=CC=C1)SS[C@H]1[C@@H](CCC2=CC=CC=C12)O |r| racemic-trans-1-(2-pyridyldisulfanyl)tetralin-2-ol